4,4'-(((5-methyl-1,3-phenylene)bis(oxy))bis(methylene))bis(N-propylbenzimidamide) dihydrochloride Cl.Cl.CC=1C=C(C=C(C1)OCC1=CC=C(C(NCCC)=N)C=C1)OCC1=CC=C(C(NCCC)=N)C=C1